2-Ethyl 3-methyl 7-chloro-3,4-dihydroisoquinoline-2,3(1H)-dicarboxylate ClC1=CC=C2CC(N(CC2=C1)C(=O)OCC)C(=O)OC